4-bromo-7-(chloromethyl)benzo[d][1,3]dioxolane BrC1=CC=C(C=2OCOC21)CCl